CC1=NC=C(C=C1NC1=NC=CC(=N1)C=1C=NC=CC1)N N-(2-methyl-5-aminopyridin-3-yl)-4-(pyridin-3-yl)pyrimidine-2-amine